2-fluoro-N,N-dimethyl-9H-purin-6-amine FC1=NC(=C2N=CNC2=N1)N(C)C